O[C@]1([C@H]2CC[C@@H](C1)N2)C (1R,2R,4S)-2-Hydroxy-2-methyl-7-azabicyclo[2.2.1]heptan